3-((4-((4-(1-(2,2,2-trifluoroethyl)-1H-pyrazol-4-yl)-5-(trifluoromethyl)pyrimidin-2-yl)amino)piperidin-1-yl)-sulfonyl)benzyl methanesulfonate CS(=O)(=O)OCC1=CC(=CC=C1)S(=O)(=O)N1CCC(CC1)NC1=NC=C(C(=N1)C=1C=NN(C1)CC(F)(F)F)C(F)(F)F